2-(5,5-difluoro-3-((4-methoxyphenyl)thio)pent-4-en-1-yl)-5-methylfuran FC(=CC(CCC=1OC(=CC1)C)SC1=CC=C(C=C1)OC)F